C(CCCCCCC\C=C/CCCCCCCC)(=O)OC[C@@H](CN1C=2N=C(NC(C2N=C1)=O)N)CCOC([C@@H](N)C(C)C)=O (R)-9-[2-(oleoyloxymethyl)-4-(L-valyloxy)butyl]guanine